CC1=C(C(=O)C2=C(C=CC=C2)P(O)(=O)C2=CC=CC=C2)C(=CC(=C1)C)C 2,4,6-trimethylbenzoyldiphenylphosphinic acid